N1-(5-(3-(4-Amino-2-methylphenyl)-1-methyl-1H-indazole-5-carboxamido)-2-methylphenyl)-N4-methylterephthalamide NC1=CC(=C(C=C1)C1=NN(C2=CC=C(C=C12)C(=O)NC=1C=CC(=C(C1)NC(C1=CC=C(C(=O)NC)C=C1)=O)C)C)C